Trans-N-(4-(3-(4-((4-methylpiperazin-1-yl)phenyl)styryl)-1H-indazol-6-yl)pyrimidin-2-yl)acetamide CN1CCN(CC1)C1=C(C=CC=C1)C1=CC=C(/C=C/C2=NNC3=CC(=CC=C23)C2=NC(=NC=C2)NC(C)=O)C=C1